2,2'-Dithiobisethanamine C(CSSCCN)N